sodium (4-(dibutylamino)-3-methoxyphenyl)methanesulfonate C(CCC)N(C1=C(C=C(C=C1)CS(=O)(=O)[O-])OC)CCCC.[Na+]